3-(4-(1-((5,5-dimethyl-1,3-dioxan-2-yl)methyl)-1H-1,2,3-triazol-4-yl)-3-ethylphenyl)prop-2-yn-1-amine CC1(COC(OC1)CN1N=NC(=C1)C1=C(C=C(C=C1)C#CCN)CC)C